C(C)(C)NC(=O)C=1C=C(C=CC1)C1=CC=CC=C1 N-isopropyl-[1,1'-biphenyl]-3-carboxamide